C1(CCCCC1)N1C(SC=C1CN(C)C)=N 1-(3-cyclohexyl-2-imino-2,3-dihydrothiazol-4-yl)-N,N-dimethylmethanamine